C(CCC)OCCOP(OCCOCCCC)OCCOCCCC.P(OC1=C(C=C(C(=C1)C)C(C)(C)C)C(C)(C)C)(OC1=C(C=C(C(=C1)C)C(C)(C)C)C(C)(C)C)OC1=C(C=C(C(=C1)C)C(C)(C)C)C(C)(C)C tris(2,4-di-t-butyl-5-methylphenyl) phosphite tri(butoxyethyl)phosphite